FC(S(=O)(=O)OC1=NSC=2C1=NC(=CC2C=2C(=NC=CC2)C(F)(F)F)N2[C@@H](COCC2)C)(F)F 5-[(3R)-3-methylmorpholin-4-yl]-7-[2-(trifluoromethyl) pyridin-3-yl]-[1,2]thiazolo[4,5-b]pyridin-3-yl trifluoromethanesulfonate